3,5-Difluoro-N-(2-methoxyethyl)-4-(3-(1-methyl-1H-pyrazol-4-yl)-1H-pyrazolo[3,4-c]pyridin-5-yl)benzamide FC=1C=C(C(=O)NCCOC)C=C(C1C=1C=C2C(=CN1)NN=C2C=2C=NN(C2)C)F